chroman-3-formic acid O1CC(CC2=CC=CC=C12)C(=O)O